3'-chloro-8a',9'-dihydro-1'H,6'H,8'H-spiro[cyclopropane-1,7'-pyrrolo[1',2':3,4]imidazo[1,2-c]pyrimidin]-1'-one ClC=1C=C2N(C(N1)=O)CC1N2CC2(C1)CC2